N1C=NC2=C1C=NC=N2 Imidazo-pyrimidin